6-(cyclopropylmethyl)-2-methyl-3-(1-(6-methylpyridin-3-yl)butyl)-5,6,7,8-tetrahydropyrido[4,3-d]pyrimidin-4(3h)-one C1(CC1)CN1CC2=C(N=C(N(C2=O)C(CCC)C=2C=NC(=CC2)C)C)CC1